1-(1-(6-Chloro-1-(3-(methyl)phenyl)-1H-indazol-3-yl)ethyl)-3-(4-ethoxy-3-Fluorophenyl)-1H-pyrazolo[3,4-d]pyrimidin-4-amine ClC1=CC=C2C(=NN(C2=C1)C1=CC(=CC=C1)C)C(C)N1N=C(C=2C1=NC=NC2N)C2=CC(=C(C=C2)OCC)F